distearyl diphosphonite P(OCCCCCCCCCCCCCCCCCC)OPOCCCCCCCCCCCCCCCCCC